C(#N)C=1C=C2C(=NC1)N(N=C2)C2=NC=C(C(=O)NC1CCN(CC1)S(=O)(=O)CC)C(=C2)NC(C)C 6-(5-cyano-1H-pyrazolo[3,4-b]pyridin-1-yl)-N-(1-(ethylsulfonyl)piperidin-4-yl)-4-(isopropylamino)nicotinamide